C(C)(C)(C)OC(=O)N1C(CCC1)C=1SC(=C(N1)C1=C(C(=CC=C1)NS(=O)(=O)C1=C(C=CC(=C1)F)F)F)C1=NC(=NC=C1)Cl 2-{5-(2-Chloropyrimidin-4-yl)-4-[3-(2,5-difluorobenzenesulfonylamino)-2-fluorophenyl]-thiazol-2-yl}-pyrrolidine-1-carboxylic acid tert-butyl ester